[Pt].[Se] Selenium-platinum